2-(4-chloro-3-fluorophenoxy)-N-{3-[5-(2-chlorophenoxy)-1,3,4-oxadiazol-2-yl]bicyclo[1.1.1]pentan-1-yl}acetamide ClC1=C(C=C(OCC(=O)NC23CC(C2)(C3)C=3OC(=NN3)OC3=C(C=CC=C3)Cl)C=C1)F